C(C)C1=C(C2=CC=CC=C2C=C1)CC=C beta-ethyl-allyl-naphthalene